C(C1=CC=CC=C1)OC1(CCCOCC(NC2=C(C=C(C(C(NNC1=O)=O)=N2)[N+](=O)[O-])C(F)(F)F)(C)C)C(F)(F)F 9-benzyloxy-3,3-dimethyl-15-nitro-9,17-bis(trifluoromethyl)-5-oxa-2,11,12,18-tetraazabicyclo[12.3.1]octadeca-1(17),14(18),15-triene-10,13-dione